C(=O)(OC(C)(C)C)N1C(=CC2=CC=CC=C12)B(O)O 1-Boc-indole-2-boronic acid